5-(4-(methylsulfonyl)phenyl)-2-(piperidin-4-yl)thiazolo[5,4-b]pyridine hydrochloride Cl.CS(=O)(=O)C1=CC=C(C=C1)C1=CC=C2C(=N1)SC(=N2)C2CCNCC2